7-chloro-3-(3,5-dimethoxyphenyl)-1-ethyl-3,4-dihydropyrimido[4,5-d]pyrimidine-2(1H)-thione ClC1=NC=C2C(=N1)N(C(N(C2)C2=CC(=CC(=C2)OC)OC)=S)CC